CC=1C(=NC(=C(C1)C)C=1N=NN(C1)C=1C(=C(C(=O)O)C=CC1)O)C=1N=NN(C1)C=1C(=C(C(=O)O)C=CC1)O 4'-((3,5-dimethylpyridin-2,6-diyl)bis(1H-1,2,3-triazol-4,1-diyl))bis(2-hydroxybenzoic acid)